BrC1=CC=C(S1)C=C1N=C(OC1=O)C1=C(C=CC=C1)OC(F)F 4-((5-bromothiophen-2-yl)methylene)-2-(2-(difluoromethoxy)phenyl)oxazol-5(4H)-one